5-Chloro-2-fluoro-4-(2-fluoropyridin-4-yl)aniline ClC=1C(=CC(=C(N)C1)F)C1=CC(=NC=C1)F